(2R,3R,4R,5R)-3,4-bis(benzyloxy)-2-((benzyloxy)methyl)-5-methoxytetrahydrofuran C(C1=CC=CC=C1)O[C@@H]1[C@H](O[C@H]([C@@H]1OCC1=CC=CC=C1)OC)COCC1=CC=CC=C1